ClC=1C=C(NC2(CCC3(C(=CC4=CC=CC=C34)C3=CC(=CC=C3)Cl)CC2)C(=O)O)C=CC1 (1s,4s)-4-(3-chloroanilino)-2'-(3-chlorophenyl)spiro[cyclohexane-1,1'-indene]-4-carboxylic acid